5-((4-(cyclopropylsulfonyl)benzyl)oxy)-2-(isoindolin-2-ylmethyl)-4H-pyran-4-one C1(CC1)S(=O)(=O)C1=CC=C(COC=2C(C=C(OC2)CN2CC3=CC=CC=C3C2)=O)C=C1